CC1=NC=C(C=N1)C(=O)NCC1=CC=C(C=C1)NC(OCC1=CC=C(C=C1)Cl)=O 4-chlorobenzyl (4-((2-methylpyrimidine-5-carboxamido)meth-yl)phenyl)carbamate